P(=O)(OC1=CC=C(C=C1)C(C)C)(OC1=CC=C(C=C1)C(C)C)OC1=CC=C(C=C1)C(C)C tri(p-isopropylphenyl) phosphate